N-(2-fluoro-4-(trifluoromethyl)phenyl)-2-iodoacetamide FC1=C(C=CC(=C1)C(F)(F)F)NC(CI)=O